COC=1C(=CC(=C(N(C)CCN(C(OC(C)(C)C)=O)C)C1)NC(C=C)=O)NC1=NC=CC(=N1)C1=CN(C2=CC=CC=C12)C tert-butyl N-[2-[5-methoxy-N-methyl-4-[[4-(1-methylindol-3-yl)pyrimidin-2-yl]amino]-2-(prop-2-enoylamino)anilino]ethyl]-N-methyl-carbamate